eicosyl erucate C(CCCCCCCCCCC\C=C/CCCCCCCC)(=O)OCCCCCCCCCCCCCCCCCCCC